CC1NC2(CC2)CC(C1)O 5-Methyl-4-azaspiro[2.5]octan-7-ol